(2R)-2-(5-fluoro-2-methoxypyridin-4-yl)-1-(7'-fluoro-6'-(pyrimidin-2-yl)-3',4'-dihydro-1'H-spiro[pyrrolidine-3,2'-[1,8]naphthyridine]-1-yl)propan-1-one FC=1C(=CC(=NC1)OC)[C@H](C(=O)N1CC2(NC3=NC(=C(C=C3CC2)C2=NC=CC=N2)F)CC1)C